3-(2,2-difluoroethyl)-5-(2-ethoxy-7H-pyrrolo[2,3-d]pyrimidin-5-yl)-2-methyl-3H-imidazo[4,5-b]pyridine FC(CN1C(=NC=2C1=NC(=CC2)C2=CNC=1N=C(N=CC12)OCC)C)F